N-(2-methoxy-4-((R)-2-methyl-4-(1-methylpiperidin-4-yl)piperazin-1-yl)phenyl)-6-((R)-3-phenylisoxazolidin-2-yl)pyrimidin-4-amine COC1=C(C=CC(=C1)N1[C@@H](CN(CC1)C1CCN(CC1)C)C)NC1=NC=NC(=C1)N1OCC[C@@H]1C1=CC=CC=C1